tetradecanthiol C(CCCCCCCCCCCCC)S